6-bromo-5-iodopyridin-3-amine BrC1=C(C=C(C=N1)N)I